C(C1=NC(=NO1)C=1C=C2CC[C@H](C2=CC1)NC(C)=O)([2H])([2H])[2H] (R)-N-(5-(5-(methyl-d3)-1,2,4-oxadiazol-3-yl)-2,3-dihydro-1H-inden-1-yl)acetamide